4-(6-(([2,3'-bipyridin]-5-ylmethyl)amino)-9-isopropyl-9H-purin-2-yl)benzamide N1=C(C=CC(=C1)CNC1=C2N=CN(C2=NC(=N1)C1=CC=C(C(=O)N)C=C1)C(C)C)C=1C=NC=CC1